4-methyl-6-{3-methyl-4-[4-(trifluoromethyL)piperidine-1-carbonyl]-1H-pyrazol-1-yl}-1,2-dihydropyridin-2-one CC1=CC(NC(=C1)N1N=C(C(=C1)C(=O)N1CCC(CC1)C(F)(F)F)C)=O